(2-((5-bromo-2-((2-cyclobutoxy-5-(1-methyl-1H-pyrazol-4-yl)-4-(4-(piperazin-1-yl)piperidin-1-yl)phenyl)amino)pyrimidin-4-yl)amino)phenyl)dimethylphosphine oxide BrC=1C(=NC(=NC1)NC1=C(C=C(C(=C1)C=1C=NN(C1)C)N1CCC(CC1)N1CCNCC1)OC1CCC1)NC1=C(C=CC=C1)P(C)(C)=O